4-(4,4-Dimethyl-1-phenyl-1,3-dihydroisoquinolin-2-yl)-4-oxo-N-[[3-(trifluoromethyl)phenyl]methyl]butyric acid amide CC1(CN(C(C2=CC=CC=C12)C1=CC=CC=C1)C(CCC(=O)NCC1=CC(=CC=C1)C(F)(F)F)=O)C